C(#N)C(C(=O)N(C)C)=CC1=CC(=CC=C1)COCC(N[C@@H](CC1=CC=CC=C1)B1O[C@@]2([C@H](O1)C[C@H]1C([C@@H]2C1)(C)C)C)=O 2-cyano-N,N-dimethyl-3-(3-((2-oxo-2-(((R)-2-phenyl-1-((3aS,4S,6S,7aR)-3a,5,5-trimethylhexahydro-4,6-methanobenzo[d][1,3,2]dioxaborol-2-yl)ethyl)amino)ethoxy)methyl)phenyl)acrylamide